C1(=CC=C(C=C1)C[C@H](N)C(=O)O)C1=CC=CC=C1 3-(4-biphenylyl)alanine